FC(C1=NN=C(S1)C1=NC=C2N1C=C(C=C2N2C[C@@H]1[C@@H](OCCN1CC2)CO)S(=O)(=O)NC2(CC2)C)F |o1:18,19| rel-3-(5-(difluoromethyl)-1,3,4-thiadiazol-2-yl)-8-((1R,9aR)-1-(hydroxymethyl)hexahydropyrazino[2,1-c][1,4]oxazin-8(1H)-yl)-N-(1-methylcyclopropyl)imidazo[1,5-a]pyridine-6-sulfonamide